Cl.CC1CC2C(CN1CC2)=O 6-methyl-quinuclidin-3-one hydrochloride salt